[Li].C(C)OC[C@H](C(=O)O)N1CCN(CC1)C (R)-3-ethoxy-2-(4-methylpiperazin-1-yl)propionic acid lithium